lead cerotic acid C(CCCCCCCCCCCCCCCCCCCCCCCCC)(=O)O.[Pb]